CC(C)CC(C)(C)C(O)O 2,2,4-Trimethylpentanediol